tert-butyl (S)-((1-(6-chloro-4-isopropyl-2,7-naphthyridin-1-yl)pyrrolidin-2-yl)methyl)carbamate ClC=1C=C2C(=CN=C(C2=CN1)N1[C@@H](CCC1)CNC(OC(C)(C)C)=O)C(C)C